(1R,3S)-1-(4-fluorophenyl)-6,7,8-trimethoxy-3-methylisochroman FC1=CC=C(C=C1)[C@H]1O[C@H](CC2=CC(=C(C(=C12)OC)OC)OC)C